CN(C)C[C@@H]1N(CCC1)C1=C(C=C(C(=N1)OC)NC(C)=O)[N+](=O)[O-] (R)-N-(6-(2-((dimethylamino)methyl)pyrrolidin-1-yl)-2-methoxy-5-nitropyridin-3-yl)acetamide